cis-3-methyl-1-(5-methyl-1,3,4-oxadiazol-2-yl)-N-(3-(1-methyl-1H-pyrazol-3-yl)-4-(trifluoromethyl)phenyl)-6-azabicyclo[3.1.1]heptane-6-carboxamide CC1CC2(N(C(C1)C2)C(=O)NC2=CC(=C(C=C2)C(F)(F)F)C2=NN(C=C2)C)C=2OC(=NN2)C